3-methyl-2,4-imidazolidinedione CN1C(NCC1=O)=O